C(C1=CC=CC=C1)OC([C@H](C(C)C)N1C[C@@]2(CCN(C2)C(=O)OC(C)(C)C)CC1)=O Tert-Butyl (S)-7-((S)-1-(Benzyloxy)-3-Methyl-1-Oxobutan-2-Yl)-2,7-Diazaspiro[4.4]Nonane-2-Carboxylate